7-((6-((dimethylamino)methyl)-5-(4-methyltetrahydro-2H-pyran-4-yl)pyridin-2-yl)amino)-4-(7-fluoroimidazo[1,2-a]pyridin-3-yl)-1-oxoisoindoline-2-carboxylic acid tert-butyl ester C(C)(C)(C)OC(=O)N1C(C2=C(C=CC(=C2C1)C1=CN=C2N1C=CC(=C2)F)NC2=NC(=C(C=C2)C2(CCOCC2)C)CN(C)C)=O